C1=CC=CC=2C3=CC=CC=C3C(C12)COC(=O)N[C@@H](C)C(=O)ON1C(CCC1=O)=O 2,5-dioxopyrrolidin-1-yl (((9H-fluoren-9-yl)methoxy)carbonyl)-L-alaninate